tert-butyl 6-(4-(4-(benzo[d]thiazol-5-ylamino)quinolin-6-yl)-3-fluorobenzoyl)-2,6-diazaspiro[3.3]heptane-2-carboxylate S1C=NC2=C1C=CC(=C2)NC2=CC=NC1=CC=C(C=C21)C2=C(C=C(C(=O)N1CC3(CN(C3)C(=O)OC(C)(C)C)C1)C=C2)F